C=C(C)O[Sb](C1=CC(=CC(=C1)[Sb](OC(=C)C)OC(=C)C)[Sb](OC(=C)C)OC(=C)C)OC(=C)C 1,3,5-tris(di(propen-2-yloxy)stibanyl)benzene